ClC=1C=C(C=C(C1OC=1C=CC2=C(N(C(=N2)OC)C2CC2)C1)Cl)N1C(=NOC1=O)C(=O)N (3,5-dichloro-4-((1-cyclopropyl-2-methoxy-1H-benzo[d]imidazol-6-yl)oxy)phenyl)-5-oxo-4,5-dihydro-1,2,4-oxadiazole-3-carboxamide